FC1=CC=C(C=C1)C=1C=C2C(=NC=NC2=C(C1)OC1CCOCC1)N[C@H](C)C=1C=NC(=NC1)C(F)(F)F (R)-6-(4-Fluorophenyl)-8-((tetrahydro-2H-pyran-4-yl)oxy)-N-(1-(2-(trifluoromethyl)pyrimidin-5-yl)ethyl)quinazolin-4-amine